F[C@@H]1CN(CC[C@@H]1NC=1C=2C=C(N(C2C=CC1)CC(F)(F)F)C1=NOC(=N1)CNC1=C(C=C(C=C1)S(=O)(=O)C)OC)C |r| (+/-)-N-[(3R,4S)-3-fluoro-1-methylpiperidin-4-yl]-2-(5-{[(4-methanesulfonyl-2-methoxyphenyl)amino]methyl}-1,2,4-oxadiazol-3-yl)-1-(2,2,2-trifluoroethyl)-1H-indol-4-amine